4-(4-(1-(3-(4-(4-(2,6-Dioxopiperidin-3-yl)phenyl)piperidin-1-yl)propyl)piperidin-4-yl)piperazin-1-yl)-2-((S)-1-(3-ethoxy-4-methoxyphenyl)-2-(methylsulfonyl)ethyl)isoindoline-1,3-dione O=C1NC(CCC1C1=CC=C(C=C1)C1CCN(CC1)CCCN1CCC(CC1)N1CCN(CC1)C1=C2C(N(C(C2=CC=C1)=O)[C@H](CS(=O)(=O)C)C1=CC(=C(C=C1)OC)OCC)=O)=O